O=C1C(O)=C([O-])[C@H](O1)[C@@H](O)CO.[Ca+2].O=C1C(O)=C([O-])[C@H](O1)[C@@H](O)CO Calcium Ascorbate